N-[[3,3-difluoro-1-(pyrrolidin-1-ylmethyl)cyclobutyl]methyl]-4,5,6,7,8,9-hexahydrocycloocta[b]thiophene-2-carboxamide FC1(CC(C1)(CN1CCCC1)CNC(=O)C1=CC2=C(S1)CCCCCC2)F